ClC=1C=C(OCC(=O)C2=CC=C(C=C2)C2=NOC(=N2)C(F)(F)F)C=C(C1)Cl 2-(3,5-dichlorophenoxy)-1-(4-(5-(trifluoromethyl)-1,2,4-oxadiazol-3-yl)phenyl)ethan-1-one